6,6'-(6-phenyl-1,3,5-triazine-2,4-diyl)bis(3-((11-hydroxyundecyl)oxy)phenol) C1(=CC=CC=C1)C1=NC(=NC(=N1)C1=CC=C(C=C1O)OCCCCCCCCCCCO)C1=CC=C(C=C1O)OCCCCCCCCCCCO